3-methyl-N-[[(1R,3S)-3-[[3-methyl-5-(6-oxopyridazin-1-yl)-2-pyridyl]amino]cyclopentyl]methyl]isoxazole-5-carboxamide CC1=NOC(=C1)C(=O)NC[C@H]1C[C@H](CC1)NC1=NC=C(C=C1C)N1N=CC=CC1=O